COC(=O)C1=CC2=C(OCCN2)C(=C1)OC 8-Methoxy-3,4-dihydro-2H-benzo[b][1,4]oxazine-6-carboxylic acid methyl ester